C(=O)(OC(C)(C)C)N[C@@H](CC1=CC=C(C=C1)I)C(=O)O Boc-4-iodo-L-phenylalanine